ClC=1C=CC(=C(C(=O)NC2=CC=C(C=C2)OC2=CC=CC=C2)C1)O 5-chloro-2-hydroxy-N-(4-phenoxyphenyl)benzamide